C(CCCCCCCCCCCCCCC)N1C(=C(C(C2=C(C=C(C=C12)OCC1=CC=CC=C1)OCC1=CC=CC=C1)=O)OCC1=CC=CC=C1)C1=CC(=C(C(=C1)OCC1=CC=CC=C1)OCC1=CC=CC=C1)OCC1=CC=CC=C1 N-hexadecyl-2-(3,4,5-tribenzyloxyphenyl)-3,5,7-tribenzyloxyquinolin-4-one